2,2-diisobutylpropane-1,3-diyl bis(diisopropylcarbamate) C(C)(C)N(C(OCC(COC(N(C(C)C)C(C)C)=O)(CC(C)C)CC(C)C)=O)C(C)C